trans-1-benzyl-4-(1-methyl-1H-pyrazol-4-yl)pyrrolidin-3-amine C(C1=CC=CC=C1)N1C[C@H]([C@@H](C1)C=1C=NN(C1)C)N